NC=1C=C2C(=CC(N(C2=CC1)C)=O)C 6-amino-1,4-dimethylquinolin-2(1H)-one